C(#N)C=1C=C(C=NC1)C1=CC=C(C=C1)NC(C(CC)C=1N=C(SC1)NS(=O)(=O)C1CC1)=O N-(4-(5-cyanopyridin-3-yl)phenyl)-2-(2-(cyclopropanesulfonylamino)thiazol-4-yl)butanamide